tert-butyl (1r,5s)-3-(6-(1-naphthoyl)-5-cyano-2-(methylthio) pyrimidin-4-yl)-3,8-diazabicyclo[3.2.1]octane-8-carboxylate C1(=CC=CC2=CC=CC=C12)C(=O)C1=C(C(=NC(=N1)SC)N1C[C@H]2CC[C@@H](C1)N2C(=O)OC(C)(C)C)C#N